CC=1NC2=C(C=C(C=C2C1)C1=CN=CS1)C(=O)OC methyl 2-methyl-5-(thiazol-5-yl)-1H-indole-7-carboxylate